pyrrolo[2,3-b]pyridin-5-yl-1-ethyl-aniline Di-Methylterephthalate COC(C1=CC=C(C(=O)OC)C=C1)=O.N1C=CC=2C1=NC=C(C2)NC2(CC=CC=C2)CC